2-bromo-5-(1H-pyrazol-1-yl)pyridine tert-butyl-4-(5-aminopyrimidin-2-yl)piperidine-1-carboxylate C(C)(C)(C)OC(=O)N1CCC(CC1)C1=NC=C(C=N1)N.BrC1=NC=C(C=C1)N1N=CC=C1